2-bromo-2,2-difluoroethane-1-ol BrC(CO)(F)F